C(C)(C)(C)C1=NC(=NC=C1C(F)(F)F)N1CCNCC1 Tert-butyl-2-(piperazin-1-yl)-5-(trifluoromethyl)pyrimidine